3-(6-chloro-5-(4'-(methylsulfonamido)-[1,1'-biphenyl]-4-yl)-1H-indazol-3-yl)-propanoic acid ClC1=C(C=C2C(=NNC2=C1)CCC(=O)O)C1=CC=C(C=C1)C1=CC=C(C=C1)NS(=O)(=O)C